2-(4-phenoxyphenyl)-7-(piperidin-3-yl)-4,5,6,7-tetrahydro-2H-pyrazolo[4,3-b]pyridine-3-carboxamide O(C1=CC=CC=C1)C1=CC=C(C=C1)N1N=C2C(NCCC2C2CNCCC2)=C1C(=O)N